BrC=1C=CC2=C(CN(CC[C@H]2NC(=O)C2=NOC(=N2)C(C)(C)C)C(=O)OC(C)(C)C)C1 tert-butyl (R)-8-bromo-5-(5-(tert-butyl)-1,2,4-oxadiazole-3-carboxamido)-1,3,4,5-tetrahydro-2H-benzo[c]azepine-2-carboxylate